3-(Cyclopropanecarboxamido)-5-((2-methoxy-3-(1-methyl-1H-1,2,4-triazol-3-yl)phenyl)amino)-N-methyl-1,2,4-triazine-6-carboxamide C1(CC1)C(=O)NC=1N=NC(=C(N1)NC1=C(C(=CC=C1)C1=NN(C=N1)C)OC)C(=O)NC